(3R,4R)-4-[1-methyl-5-(trifluoromethyl)-1H-pyrazol-3-yl]-2-oxo-3-pyrrolidinecarboxylic acid CN1N=C(C=C1C(F)(F)F)[C@@H]1[C@H](C(NC1)=O)C(=O)O